O=C1N(C=CC2=CC=C(C=C12)C=1C=NC(=NC1)NC(CC)=O)CCC N-(5-(1-oxo-2-propyl-1,2-dihydroisoquinolin-7-yl)pyrimidin-2-yl)propionamide